FC1(C(CN(CC1C)C(=O)OC(C)(C)C)OCCO)F tert-butyl 4,4-difluoro-3-(2-hydroxyethoxy)-5-methyl-piperidine-1-carboxylate